N-(2-(4-(4-cyclopropylpiperazin-1-yl)piperidin-1-yl)-5-((6-(3-(3-fluoro-5-phenoxyphenyl)isoxazolidin-2-yl)pyrimidin-4-yl)-amino)-4-methoxy-phenyl)acrylamide C1(CC1)N1CCN(CC1)C1CCN(CC1)C1=C(C=C(C(=C1)OC)NC1=NC=NC(=C1)N1OCCC1C1=CC(=CC(=C1)OC1=CC=CC=C1)F)NC(C=C)=O